N-(1-cyclobutyl-1H-pyrazol-4-yl)-2-[(1-methylethyl)amino]-1,3-thiazole-4-carboxamide C1(CCC1)N1N=CC(=C1)NC(=O)C=1N=C(SC1)NC(C)C